ClC=1C=C(C=C(C1)Cl)S(=O)(=O)N1[C@H](C[C@H](C1)OC1=C(C=C(C=C1)I)F)C(=O)NC (2R,4R)-1-((3,5-dichlorophenyl)sulfonyl)-4-(2-fluoro-4-iodophenoxy)-N-methylpyrrolidine-2-carboxamide